5-thiazol-5-yl-1H-pyrrole-3-sulfonyl chloride S1C=NC=C1C1=CC(=CN1)S(=O)(=O)Cl